C(CCCCCCCCCCCCCCCCC)OC(\C=C\C(=O)O)=O fumaric acid monostearyl ester